C(C)(=O)NC1CCC2=CC(=CC=C12)NC(OCC1=CC=CC=C1)=O benzyl N-(1-acetamido-2,3-dihydro-1H-inden-5-yl)carbamate